2-(3-Acrylamido-4-morpholinophenylamino)-4-(benzothien-3-yl)pyrazolo[1,5-a][1,3,5]Triazine C(C=C)(=O)NC=1C=C(C=CC1N1CCOCC1)NC1=NC=2N(C(=N1)C1=CSC3=C1C=CC=C3)N=CC2